C(#N)[C@H]1N(CC(C1)(F)F)C([C@@H](C(C)C)NC(OC(C)(C)C)=O)=O tert-butyl ((R)-1-((S)-2-cyano-4,4-difluoropyrrolidin-1-yl)-3-methyl-1-oxobutan-2-yl)carbamate